2-((1r,4r)-4-hydroxycyclohexylamino)-4-(1-propionylpiperidin-4-ylamino)pyrimidine-5-carboxamide OC1CCC(CC1)NC1=NC=C(C(=N1)NC1CCN(CC1)C(CC)=O)C(=O)N